N-(3-(5-chloro-2-methoxyphenyl)-1-(2-(dimethylamino)ethyl)-1H-pyrazol-4-yl)pyrazolo[1,5-a]pyrimidine-3-carboxamide ClC=1C=CC(=C(C1)C1=NN(C=C1NC(=O)C=1C=NN2C1N=CC=C2)CCN(C)C)OC